Dicyclohexyl-(ethyl)phosphine ethyl-5-{2-[2-(5-methoxyquinoline-8-sulfonamido)phenyl]ethynyl}pyridine-2-carboxylate C(C)OC(=O)C1=NC=C(C=C1)C#CC1=C(C=CC=C1)NS(=O)(=O)C=1C=CC(=C2C=CC=NC12)OC.C1(CCCCC1)P(CC)C1CCCCC1